(S)-3,7-dimethyloctadiene-1,6-diene CC(=C=C)C=CC=C(C)C